4-(N,N-dimethylamino)phenylacetylene CN(C)C1=CC=C(C=C1)C#C